C1(=CC=CC=C1)[C@H](C)N[C@@H](CCCO)C=1C=NC=CC1 (4S)-4-((S)-1-phenylethyl)amino-4-(3-pyridyl)-1-butanol